BrC=1C=C(C(=NC1)OC)NS(=O)(=O)C1=C(C=C(C=C1)F)Cl N-(5-bromo-2-methoxypyridin-3-yl)-2-chloro-4-fluorobenzenesulfonamide